ClC1=CC(=CC(=N1)N1CCN(CC1)S(=O)(=O)C1=CC=C(C=C1)N1C(OC2(CNC2)C1)=O)C(F)(F)F 7-[4-[4-[6-chloro-4-(trifluoromethyl)-2-pyridinyl]piperazin-1-yl]sulfonylphenyl]-5-oxa-2,7-diazaspiro[3.4]octan-6-one